2-(4-(2,4-difluorobenzyl)piperazin-1-yl)-3-(6-methoxypyrazin-2-yl)-7-(2-methylprop-1-en-1-yl)pyrido[3,4-b]pyrazine FC1=C(CN2CCN(CC2)C=2N=C3C(=NC2C2=NC(=CN=C2)OC)C=NC(=C3)C=C(C)C)C=CC(=C1)F